BrC=1C=C(C=2N(C1)C(=NC2)C)Cl 6-Bromo-8-chloro-3-methylimidazo[1,5-a]pyridine